2-([(4-ACETYLPHENYL)CARBAMOYL](METHYL)AMINO)ACETIC ACID C(C)(=O)C1=CC=C(C=C1)NC(=O)N(CC(=O)O)C